N-(6-(5-chloro-6-fluoro-7-((3-fluorocyclobutyl)amino)-1H-indazol-4-yl)imidazo[1,2-a]pyrazin-2-yl)-2-fluorocyclopropane-1-carboxamide ClC=1C(=C2C=NNC2=C(C1F)NC1CC(C1)F)C=1N=CC=2N(C1)C=C(N2)NC(=O)C2C(C2)F